acetic acid 4-(iodomethyl)-2-formylphenyl ester ICC1=CC(=C(C=C1)OC(C)=O)C=O